4-amino-4-deoxy-L-arabinopyranose N[C@@H]1[C@@H]([C@H](C(O)OC1)O)O